COCCOC1(CCC(CC1)NC(=O)C1CC2CCC(C1)N2)C(F)(F)F N-[(1r,4r)-4-(2-methoxyethoxy)-4-(trifluoromethyl)cyclohexyl]-8-azabicyclo[3.2.1]Octane-3-carboxamide